NC=1C=2N(C3=CC(=CC=C3N1)C(=O)N(C)CC1=CC3=C(OC(O3)(F)F)C=C1)C=NC2 4-amino-N-((2,2-difluorobenzo[d][1,3]dioxol-5-yl)methyl)-N-methylimidazo[1,5-a]quinoxaline-8-carboxamide